C(C)(C)(C)OC(=O)N1[C@H]2CN(C[C@@H]1CC2)C2=NC(=NC(=C2Br)CCl)SC (1R,5S)-3-(5-bromo-6-(Chloromethyl)-2-(methylthio)pyrimidin-4-yl)-3,8-diazabicyclo[3.2.1]octane-8-carboxylic acid tert-butyl ester